BrC=1C(=CC=2C(=NC(N3[C@H](CSC1C32)COC)=O)O)Cl (12S)-8-bromo-7-chloro-4-hydroxy-12-(methoxymethyl)-10-thia-1,3-diazatricyclo[7.3.1.05,13]trideca-3,5(13),6,8-tetraen-2-one